2-[(2-methoxyethoxy)methyl]-6-(trifluoromethyl)pyridine COCCOCC1=NC(=CC=C1)C(F)(F)F